NC1=NC(=C(C(=N1)C=1OC=CC1)C#N)NC(C)C1=CC=CC=C1 2-amino-4-(2-furyl)-6-(1-phenyl-ethylamino)pyrimidine-5-carbonitrile